4,4'-dimercaptostilben SC1=CC=C(C=C1)C=CC1=CC=C(C=C1)S